C[C@H]1N(CCOC1)C1=NC2=C(N=CC=C2C(=C1)C1=CC=NN1CC(F)(F)F)C1=CC=NN1C1OCCCC1 2-[(3R)-3-methylmorpholin-4-yl]-8-[1-(tetrahydro-2H-pyran-2-yl)-1H-pyrazol-5-yl]-4-[1-(2,2,2-trifluoroethyl)-1H-pyrazol-5-yl]-1,7-naphthyridine